methyl 3-amino-5-chloro-2-((2-(trimethylsilyl)ethoxy)methyl)-2H-pyrazolo[4,3-b]pyridine-7-carboxylate NC=1N(N=C2C1N=C(C=C2C(=O)OC)Cl)COCC[Si](C)(C)C